BrC1=CN=C2C(=N1)N=C(O2)N[C@@H]2C[C@@H](CN(C2)CCO[Si](C)(C)C(C)(C)C)O (3S,5R)-5-[(5-bromooxazolo[4,5-b]pyrazin-2-yl)amino]-1-[2-[tert-butyl(dimethyl)silyl]oxyethyl]piperidin-3-ol